C(C)N1C(NC(C=C1C)C1=CC(=C(C(=C1)OC)OC(C(C)C)=O)Br)=S ethyl-4-(3-bromo-4-(isobutyryloxy)-5-methoxyphenyl)-6-methyl-2-thioxo-1,2,3,4-tetrahydropyrimidine